2-(6-((8-azabicyclo[3.2.1]octan-3-yl)(2-fluoroethyl)amino)pyridazin-3-yl)-5-(1H-pyrazol-4-yl)phenol C12CC(CC(CC1)N2)N(C2=CC=C(N=N2)C2=C(C=C(C=C2)C=2C=NNC2)O)CCF